(6-bromo-8-(trifluoromethyl)imidazo[1,2-a]pyridin-2-yl)methanol BrC=1C=C(C=2N(C1)C=C(N2)CO)C(F)(F)F